C1=CC=CC=2C3=CC=CC=C3C(C12)COC(=O)N(C(C(=O)OC(C)(C)C)CCC1=CC(=CC=C1)C(C)C)C tert-Butyl 2-((((9H-fluoren-9-yl)methoxy) carbonyl)(methyl)amino)-4-(3-isopropylphenyl)butanoate